NC1=C(C(NC2=C(C=CC=C12)C1=NC(=CC=C1C)CO)=O)C(=O)NCCC 4-Amino-8-(6-(hydroxymethyl)-3-methylpyridin-2-yl)-2-oxo-N-propyl-1,2-dihydroquinoline-3-carboxamide